N-((S)-2,2-dicyclopropyl-1-(5-(((S)-2-oxo-4-(trifluoromethyl)imidazolidin-1-yl)methyl)benzo[d]oxazol-2-yl)ethyl)-2-methyl-2-phenylpropanamide C1(CC1)C([C@@H](C=1OC2=C(N1)C=C(C=C2)CN2C(N[C@@H](C2)C(F)(F)F)=O)NC(C(C)(C2=CC=CC=C2)C)=O)C2CC2